C(C1=CC=CC=C1)OC1=C(C=C(C=C1)F)C(CCCCO)O (2-(benzyloxy)-5-fluorophenyl)pentane-1,5-diol